(3S)-4-[2-[4-[[4-[2-(2,6-dioxo-3-piperidinyl)-1-oxo-isoindol-5-yl]piperazin-1-yl]methyl]-1-piperidinyl]ethyl]-3-methyl-piperazine-1-carboxylic acid benzyl ester C(C1=CC=CC=C1)OC(=O)N1C[C@@H](N(CC1)CCN1CCC(CC1)CN1CCN(CC1)C=1C=C2CN(C(C2=CC1)=O)C1C(NC(CC1)=O)=O)C